5-((1S)-1-(5-chloro-1,1-dioxobenzo[d]isothiazol-2(3H)-yl)-2-(6-fluoro-2,3-dimethylphenyl)propyl)-1,3,4-oxadiazol-2(3H)-one ClC=1C=CC2=C(CN(S2(=O)=O)[C@@H](C(C)C2=C(C(=CC=C2F)C)C)C2=NNC(O2)=O)C1